4-isobutylcyclohexane-1,2-dicarboxylic acid C(C(C)C)C1CC(C(CC1)C(=O)O)C(=O)O